C(C)(C)(C)OC(=O)N1[C@@H](C[C@H](C1)O)C(=O)O (4R)-1-(t-butoxycarbonyl)-4-hydroxy-L-proline